IC1=CC=C(C(=O)N[C@H]2CN(CC2)C(=O)OC(C)(C)C)C=C1 Tert-butyl (R)-3-(4-iodobenzamido)pyrrolidine-1-carboxylate